aza-4-silatetradecan-10-ol NCC[SiH2]CCCCCC(CCCC)O